2,2-difluoropropionyl chloride FC(C(=O)Cl)(C)F